O=C1NC(CCC1N1C(C2=C3C(C=CC=C13)=C(C=C2)C(=O)NC(C(C)C)C2=CC=CC=C2)=O)=O 1-(2,6-dioxopiperidin-3-yl)-N-(2-methyl-1-phenylpropyl)-2-oxo-1,2-dihydrobenzo[cd]indole-5-carboxamide